methyl 1-{[(4,5-dibromo-2-thienyl)carbonyl]amino}cyclopropanecarboxylate BrC=1C=C(SC1Br)C(=O)NC1(CC1)C(=O)OC